6-chloro-2,3-diphenyl-5H-1,4-benzodiazepine ClC1=CC=CC2=C1CN=C(C(=N2)C2=CC=CC=C2)C2=CC=CC=C2